3-(3-chloro-4-fluorophenyl)-1-ethyl-1-(1-(1-methoxyisoquinolin-4-yl)-2-methylpropyl)urea ClC=1C=C(C=CC1F)NC(N(C(C(C)C)C1=CN=C(C2=CC=CC=C12)OC)CC)=O